(2-(bis(9,9-dimethyl-9H-fluoren-3-yl)amino)phenyl)boronic acid CC1(C2=CC=CC=C2C=2C=C(C=CC12)N(C1=C(C=CC=C1)B(O)O)C=1C=CC=2C(C3=CC=CC=C3C2C1)(C)C)C